(e)-1-(benzofuran-2-yl)-4-(4-(dimethylamino)but-2-enoyl)piperazin-2-one O1C(=CC2=C1C=CC=C2)N2C(CN(CC2)C(\C=C\CN(C)C)=O)=O